ClC1=CC=C(C=C1)C(C(F)(F)F)NS(=O)(=O)C=1C=NC=C(C1)F N-(1-(4-chlorophenyl)-2,2,2-trifluoroethyl)-5-fluoropyridine-3-sulfonamide